(2R,3S,5R)-5-(6-Amino-2-fluoro-9H-purin-9-yl)-2-((((S)-(((S)-1-(2-ethylbutoxy)-1-oxopropan-2-yl)amino)(phenoxy)phosphoryl)oxy) methyl)-2-ethynyltetrahydrofuran-3-yl 2-propylpentanoate C(CC)C(C(=O)O[C@@H]1[C@@](O[C@H](C1)N1C2=NC(=NC(=C2N=C1)N)F)(C#C)CO[P@](=O)(OC1=CC=CC=C1)N[C@H](C(=O)OCC(CC)CC)C)CCC